BrC1=C(C=CC=C1)C1(CCOCC1)CO (4-(2-bromophenyl)tetrahydro-2H-pyran-4-yl)methanol